COC1CC=C(CC1)C1=NC2=CC=C(C=C2N=C1)CC1=CC=NC2=CC(=CN=C12)OC 2-(4-methoxycyclohexen-1-yl)-6-[(7-methoxy-1,5-naphthyridin-4-yl)methyl]quinoxaline